CN(C(=O)C1=CC=C(C=C1)C1=CN(C2=NC=C(C=C21)C=2C=C1CCN(CC1=C(C2)C)C(=O)OC(C)(C)C)S(=O)(=O)C2=CC=C(C)C=C2)C tert-butyl 6-(3-(4-(dimethylcarbamoyl) phenyl)-1-tosyl-1H-pyrrolo[2,3-b]pyridin-5-yl)-8-methyl-3,4-dihydroisoquinoline-2(1H)-carboxylate